isopropyl (R)-4-(5-bromo-3,3-dimethyl-2,3-dihydro-1H-pyrrolo[3,2-b]pyridin-1-yl)-2-((4-(3-(dimethylamino) pyrrolidin-1-yl)-2-methoxy-5-nitrophenyl)amino)pyrimidine-5-carboxylate BrC1=CC=C2C(=N1)C(CN2C2=NC(=NC=C2C(=O)OC(C)C)NC2=C(C=C(C(=C2)[N+](=O)[O-])N2C[C@@H](CC2)N(C)C)OC)(C)C